1H-pyrazole-3-propanamide N1N=C(C=C1)CCC(=O)N